2,2,4-TRIMETHYL-N-PHENYL-1,2-DIHYDROQUINOLIN-6-AMINE CC1(NC2=CC=C(C=C2C(=C1)C)NC1=CC=CC=C1)C